3'-(4-chloro-6-phenyl-1,3,5-triazin-2-yl)-[1,1'-biBenzene]-4-carbonitrile ClC1=NC(=NC(=N1)C1=CC=CC=C1)C=1C=C(C=CC1)C1=CC=C(C=C1)C#N